BrC1=CC=CC(=N1)N([C@@H]1CN(CCC1)C(=O)OC(C)(C)C)C tert-butyl (3S)-3-[(6-bromopyridin-2-yl)(methyl)amino]piperidine-1-carboxylate